(R)-4-(4-chloro-2-fluorophenyl)-2-(6-(1-cyclopropyl-1H-pyrazol-4-yl)-3,6-dihydro-2H-pyran-4-yl)-6,7-dimethyl-pteridine ClC1=CC(=C(C=C1)C1=NC(=NC2=NC(=C(N=C12)C)C)C=1CCO[C@H](C1)C=1C=NN(C1)C1CC1)F